3-(5-((4-(3,3-Dimethylbutanoyl)-3-hydroxy-2-methylphenoxy)methyl)pyridin-2-yl)-2-methoxybenzoic acid CC(CC(=O)C1=C(C(=C(OCC=2C=CC(=NC2)C=2C(=C(C(=O)O)C=CC2)OC)C=C1)C)O)(C)C